ClC=1C=C2C(=CNC2=CC1F)C=1CCN(CC1)C(=O)OC(C)(C)C tert-Butyl 4-(5-chloro-6-fluoro-1H-indol-3-yl)-3,6-dihydro-2H-pyridine-1-carboxylate